butyl-4,4-di(t-butylperoxy)-valerate C(CCC)OC(CCC(C)(OOC(C)(C)C)OOC(C)(C)C)=O